O=C(C(=O)O)C[C@@H](C)[C@H]1CC[C@H]2[C@@H]3CCC4CCCC[C@]4(C)[C@H]3CC[C@]12C oxocholanoic acid